C1(CC1)C1=CC=C(C=N1)CC(=O)NC1=CC(=C(C=C1)F)[C@H](C)NC=1C=NC=2C(N1)=NN(C2)CC (S)-2-(6-cyclopropylpyridin-3-yl)-N-(3-(1-((2-ethyl-2H-pyrazolo[3,4-b]pyrazin-6-yl)amino)ethyl)-4-fluorophenyl)acetamide